[Na+].[Na+].CNC(=O)C=1C=C(C=CC1)[C@@H](C)N1C=NC2=CC(=CC=C2C1=O)C=1C=NN(C1C(F)(F)F)COP(=O)([O-])[O-].FC1=C(NC2=CC=CC=C12)F Difluoroindole (R)-(4-(3-(1-(3-(methylcarbamoyl)phenyl)ethyl)-4-oxo-3,4-dihydro-quinazolin-7-yl)-5-(trifluoromethyl)-1H-pyrazol-1-yl)methyl-phosphate disodium salt